C1(CC1)C=1C=C(C=2N(C1)C=C(N2)CN2N=NC(=C2)C(=O)OC(C)(C)C)N2CCN(CC2)C tert-butyl 1-((6-cyclopropyl-8-(4-methylpiperazin-1-yl)imidazo[1,2-a]pyridin-2-yl)methyl)-1H-1,2,3-triazole-4-carboxylate